ClC1=CC=C(C(=N1)C(=O)O)NC(C)C=1C=C(C=C2C(C=C(OC12)N1CC2=CC=CC=C2C1)=O)C 6-Chloro-3-[1-(2-isoindolin-2-yl-6-methyl-4-oxo-chromen-8-yl)ethylamino]pyridine-2-carboxylic acid